tert-butyl N-[(1S)-2-[[5-chloro-4-(2,6-difluorobenzoyl)-6-(trifluoromethyl)-3-pyridyl]amino]-1-methyl-2-oxo-ethyl]carbamate ClC=1C(=C(C=NC1C(F)(F)F)NC([C@H](C)NC(OC(C)(C)C)=O)=O)C(C1=C(C=CC=C1F)F)=O